(8R)-2-chloro-N-(3,3-difluorocyclohexyl)-8-methyl-8-(trifluoromethyl)-7,8-dihydro-6H-pyrazolo[1,5-a]pyrrolo[2,3-e]pyrimidine-6-carboxamide ClC1=NN2C(N=CC3=C2[C@@](CN3C(=O)NC3CC(CCC3)(F)F)(C(F)(F)F)C)=C1